3-((2S,3R)-5-methylene-2-(naphthalen-2-yl)tetrahydro-2H-pyran-3-yl)benzo[d]isothiazole-1,1-dioxide C=C1C[C@@H]([C@H](OC1)C1=CC2=CC=CC=C2C=C1)C1=NS(C2=C1C=CC=C2)(=O)=O